C(C)(C)(C)OC1=NC(=CC(=C1)C1=CC(=NC=C1)NC(C)=O)N1C(CN(CC1)S(=O)(=O)CC)C(F)(F)F N-[4-[2-tert-butoxy-6-[4-ethylsulfonyl-2-(trifluoromethyl)piperazin-1-yl]-4-pyridinyl]-2-pyridinyl]acetamide